benzyl 3-(4-fluoro-3-methyl-phenyl)-3-hydroxy-pyrrolidine-1-carboxylate FC1=C(C=C(C=C1)C1(CN(CC1)C(=O)OCC1=CC=CC=C1)O)C